2-(6-{5-chloro-2-[(Oxacyclohex-4-yl)amino]pyrimidin-4-yl}-1-oxo-2,3-dihydro-1H-isoindol-2-yl)-N-[(1R)-1-(3-hydroxyphenyl)ethyl]acetamide ClC=1C(=NC(=NC1)NC1CCOCC1)C1=CC=C2CN(C(C2=C1)=O)CC(=O)N[C@H](C)C1=CC(=CC=C1)O